methyl (2S,4R)-4-fluoro-1-((S)-2-(trifluoromethyl)tetrahydro-2H-pyran-2-carbonyl)pyrrolidine-2-carboxylate F[C@@H]1C[C@H](N(C1)C(=O)[C@]1(OCCCC1)C(F)(F)F)C(=O)OC